OC(C(=O)C1=CC=C(C=C1)S(=O)(=O)C)(C)C hydroxy-2-methyl-[4-(methylsulfonyl)phenyl]-1-propanone